2-((tetrahydro-2H-pyran-4-yl)oxy)-ethyl acetate C(C)(=O)OCCOC1CCOCC1